CN([C@H]1C(C[C@@H](CC1)NC1=NC2=C(C=C(C=C2C=N1)C=1C=CC(=NC1)NS(=O)(=O)CCC(F)(F)F)CC)F)C N-(5-(2-(((1R,4R)-4-(dimethylamino)-3-fluorocyclohexyl)amino)-8-ethyl-quinazolin-6-yl)pyridin-2-yl)-3,3,3-trifluoropropane-1-sulfonamide